1,3-dichloro-2-(4-methoxyphenoxy)-5-nitrobenzene ClC1=C(C(=CC(=C1)[N+](=O)[O-])Cl)OC1=CC=C(C=C1)OC